C1(CCCCC1)C(=C)C(=C)C 2-cyclohexyl-3-methyl-1,3-butadiene